5-chloro-6-(1-(3-chloropyridin-2-yl)-3-methoxy-1H-pyrazole-5-carboxamido)-N-(cyanomethyl)pyrazolo[1,5-a]pyridine-7-carboxamide ClC1=CC=2N(C(=C1NC(=O)C1=CC(=NN1C1=NC=CC=C1Cl)OC)C(=O)NCC#N)N=CC2